(2-(Chroman-4-yl)thiazol-4-yl)methanol methyl-(S)-10-fluoro-1,2,3,5,6,10b-hexahydropyrrolo[2,1-a]isoquinoline-8-carboxylate C[C@H]1CCN2C1C1=C(C=C(C=C1CC2)C(=O)OCC=2N=C(SC2)C2CCOC1=CC=CC=C21)F